NC1=CC(=C(C=C1)C1=CN(C=2N=CN=C(C21)N)C)C 5-(4-amino-2-methyl-phenyl)-7-methyl-pyrrolo[2,3-d]pyrimidin-4-amine